(R)-4-ethoxy-4-oxobutan-2-yl-4-(4-cyano-2-methoxyphenyl)-5-ethoxy-2,8-dimethyl-1,4-dihydro-1,6-naphthyridine-3-carboxylate C(C)OC(C[C@@H](C)OC(=O)C1=C(NC2=C(C=NC(=C2C1C1=C(C=C(C=C1)C#N)OC)OCC)C)C)=O